NC1=NC2=CC(=CC=C2C(=C1)N[C@H]1[C@@H]2C[C@H]([C@H](C1)O2)O)C2=CC=NN2 (1S,2R,4S,5R)-5-(2-amino-7-(1H-pyrazol-5-yl)quinolin-4-ylamino)-7-oxabicyclo[2.2.1]heptan-2-ol